CN1N=CC(=C1CN1CCC2(CN(C2)C(=O)N2CC3(C2)CC(C3)N3N=C(N=C3)C(F)(F)F)CC1)C(F)(F)F [7-[[2-methyl-4-(trifluoromethyl)pyrazol-3-yl]methyl]-2,7-diazaspiro[3.5]nonan-2-yl]-[6-[3-(trifluoromethyl)-1,2,4-triazol-1-yl]-2-azaspiro[3.3]heptan-2-yl]methanone